3-(methylsulfinyl)-1-(7-(4-(trifluoromethyl)phenoxy)-3,4-dihydroisoquinolin-2(1H)-yl)propan-1-one CS(=O)CCC(=O)N1CC2=CC(=CC=C2CC1)OC1=CC=C(C=C1)C(F)(F)F